tert-butyl (R)-2-((4-ethyl-5-methylthiazol-2-yl)carbamoyl)pyrrolidine-1-carboxylate C(C)C=1N=C(SC1C)NC(=O)[C@@H]1N(CCC1)C(=O)OC(C)(C)C